FC1=CC=C(CNC2=CC=CC=C2)C=C1 N-(4-Fluorobenzyl)aniline